ClC=1C=C(C=CC1)[C@H](C(=O)N1CC2=C(N=C(NC2=O)C2(CC2)C2=CSC=C2)CC1)O (R)-6-(2-(3-chlorophenyl)-2-hydroxyacetyl)-2-(1-(thiophen-3-yl)cyclopropyl)-5,6,7,8-tetrahydropyrido[4,3-d]pyrimidin-4(3H)-one